1,3-Diazolin N1=CNCC1